BrC=1C=NN2CCOC3=C(C21)C=C(S3)C(=O)N[C@@H]3CN[C@@H](C[C@H]3C3=CC(=C(C=C3)F)F)CCCO 10-bromo-N-((3S,4S,6R)-4-(3,4-difluorophenyl)-6-(3-hydroxypropyl)piperidin-3-yl)-5,6-dihydropyrazolo[1,5-d]thieno[3,2-f][1,4]oxazepine-2-carboxamide